C(C)(C)(C)OC(=O)N[C@@H]1CC[C@H](CC1)CCN1CCN(CC1)C1=C(C(=CC=C1)Cl)Cl trans-N-tert-butoxycarbonyl-4-(2-(4-(2,3-dichlorophenyl)-piperazine-1-yl)-ethyl)-cyclohexylamine